7-(3-acetoxy-5-ketocyclopent-1-en-1-yl)-6-bromohept-5-enoic acid C(C)(=O)OC1C=C(C(C1)=O)CC(=CCCCC(=O)O)Br